ClC1=C(C=CC(=C1)F)[C@H](C)NC(CN1N=CC2=C(C1=O)C(=NN2C2CC2)C)=O (S)-N-(1-(2-chloro-4-fluorophenyl)ethyl)-2-(1-cyclopropyl-3-methyl-4-oxo-1,4-dihydro-5H-pyrazolo[3,4-d]pyridazin-5-yl)acetamide